1-(6-(methyl(8-((3-methyl-4-((1-methyl-1H-benzo[d][1,2,3]triazol-5-yl)oxy)phenyl)amino)pyrimido[5,4-d]pyrimidin-2-yl)amino)-2-azaspiro[3.3]heptan-2-yl)prop-2-en-1-one CN(C1CC2(CN(C2)C(C=C)=O)C1)C=1N=CC2=C(N1)C(=NC=N2)NC2=CC(=C(C=C2)OC2=CC1=C(N(N=N1)C)C=C2)C